N=1C=CN2C1C=CC(=C2)C2=CNC=1N=C(N=CC12)NC1CCC(CC1)N1C(CCC1)=O 1-((1s,4s)-4-((5-(imidazo[1,2-a]pyridin-6-yl)-7H-pyrrolo[2,3-d]pyrimidin-2-yl)amino)cyclohexyl)pyrrolidin-2-one